ClC1=C(C(C#N)O)C=CC=C1 o-chloromandelonitrile